N,N-bis(2-hydroxy-3,5-di-tert-butylphenyl)4,5-dimethyl-1,2-phenylenediamine OC1=C(C=C(C=C1C(C)(C)C)C(C)(C)C)N(C1=C(C=C(C(=C1)C)C)N)C1=C(C(=CC(=C1)C(C)(C)C)C(C)(C)C)O